ClC1=C(C=C(C(=O)N)C=C1OCCCN1CCOCC1)[N+](=O)[O-] 4-chloro-3-nitro-5-(3-morpholinopropoxy)benzamide